Cl[C@@H](C(=O)N(CC(=O)N)NC(=O)[C@H]1N(CCC1)C(=O)C1(CC1)C1=CC=C(C=C1)OC(F)(F)F)F 2-[((2S)-2-Chloro-2-fluoroacetyl)-[[(2S)-1-[1-[4-(trifluoromethoxy)phenyl]cyclopropancarbonyl]pyrrolidin-2-carbonyl]amino]amino]acetamid